methyl 4-amino-2,3-dimethylbutyrate NCC(C(C(=O)OC)C)C